(R)-9-(4-fluorobenzyl)-4-isopropyl-2-methyl-1-oxa-4,9-diazaspiro[5.5]undecan-3-one FC1=CC=C(CN2CCC3(CN(C([C@H](O3)C)=O)C(C)C)CC2)C=C1